C1(CCCC1)N1C(C=CC2=C1N=C(N=C2)SC)=O 8-cyclopentyl-2-(methylsulfanyl)pyrido[2,3-d]pyrimidin-7(8H)-one